ClC1=CC2=C(N=N1)C(=C(N2C)N2CCNCC2)C(=O)OC(C)(C)C tert-butyl 3-chloro-5-methyl-6-(piperazin-1-yl)pyrrolo[3,2-c]pyridazine-7-carboxylate